NC=1C2=C(N=CN1)N(C(=C2C2=CC(=C(C=C2)OC2=NC=CC(=C2)C)OC)C=2CCN(CC2)C(C=C)=O)C 1-(4-(4-amino-5-(3-methoxy-4-((4-methylpyridin-2-yl)oxy)phenyl)-7-methyl-7H-pyrrolo[2,3-d]pyrimidin-6-yl)-3,6-dihydropyridin-1(2H)-yl)prop-2-en-1-one